tert-butyl 4-[4-[[6-[2,6-difluoro-3-[[(3R)-3-fluoropyrrolidin-1-yl]sulfonylamino]phenyl]-8-methyl-7-oxopyrido[2,3-d]pyrimidin-2-yl]amino]butanoylamino]piperidine-1-carboxylate FC1=C(C(=CC=C1NS(=O)(=O)N1C[C@@H](CC1)F)F)C1=CC2=C(N=C(N=C2)NCCCC(=O)NC2CCN(CC2)C(=O)OC(C)(C)C)N(C1=O)C